NC=1C=2N(C=CN1)C(=NC2C2=CC=C(C=C2)OC2=CC=CC=C2)C2CC(CCC2)O 3-(8-amino-1-(4-phenoxyphenyl)imidazo[1,5-a]pyrazin-3-yl)cyclohexanol